C1C(C(=O)OC1=O)C2CC(=O)OC2=O 1,2,3,4-Butanetetracarboxylic Dianhydride